N-(5-chloro-6-(2H-1,2,3-triazol-2-yl)pyridin-3-yl)-3-methyl-4-(1-oxo-1,2-dihydroisoquinolin-5-yl)picolinamide ClC=1C=C(C=NC1N1N=CC=N1)NC(C1=NC=CC(=C1C)C1=C2C=CNC(C2=CC=C1)=O)=O